2-(4-{octahydro-2H-cyclopenta[b][1,4]oxazepin-5-yl}-5H,6H,7H-cyclopenta[d]pyrimidin-2-yl)pyridine O1C2C(N(CCC1)C=1C3=C(N=C(N1)C1=NC=CC=C1)CCC3)CCC2